CC1=CC=C(O1)CNC(=O)C=1C=C(C=CC1)NC1=CC=C(N=N1)C1CCN(CC1)C(=O)OCCCC butyl 4-{6-[(3-{[(5-methylfuran-2-yl)methyl]carbamoyl}phenyl)amino]pyridazin-3-yl}piperidine-1-carboxylate